tert-butyl N-(5-fluoro-1-oxido-pyridin-1-ium-3-yl)-N-methyl-carbamate FC=1C=C(C=[N+](C1)[O-])N(C(OC(C)(C)C)=O)C